ClOC(=O)C1=C(C=NC=C1OC1=C(C=C(C=C1)OC(F)(F)F)OC)OC 3-methoxy-5-[2-methoxy-4-(trifluoromethoxy)phenoxy]pyridine-4-carboxylic acid chloro ester